N-[(3-chloro-2,4-difluorophenyl)-[4-methyl-5-(methylsulfonimidoyl)-1H-imidazol-2-yl]methyl]-3,5-difluoro-6-methylpyridin-2-amine ClC=1C(=C(C=CC1F)C(NC1=NC(=C(C=C1F)F)C)C=1NC(=C(N1)C)S(=O)(=N)C)F